6-(but-3-en-1-yl)-4-(3-(difluoromethoxy)-5-(morpholine-4-carbonyl)phenyl)-1H-pyrrolo[2,3-c]pyridin-7(6H)-one C(CC=C)N1C(C2=C(C(=C1)C1=CC(=CC(=C1)C(=O)N1CCOCC1)OC(F)F)C=CN2)=O